e-dimethyl-L-lysine CN([C@@H](CCCCN)C(=O)O)C